(Z)-4-hydroxy-3-(tributylstannyl)-2-butenoic acid methyl ester COC(\C=C(\CO)/[Sn](CCCC)(CCCC)CCCC)=O